(3S)-8-((2S,5R)-4-acryloyl-2,5-dimethylpiperazin-1-yl)-10-chloro-11-(5-chloro-2,4-difluorophenyl)-3-morpholino-3,4-dihydro-[1,4]oxazepino[2,3,4-ij]quinazolin-6(2H)-one C(C=C)(=O)N1C[C@@H](N(C[C@H]1C)C1=NC(N2C3=C(C(=C(C=C13)Cl)C1=C(C=C(C(=C1)Cl)F)F)OC[C@H](C2)N2CCOCC2)=O)C